(1R,3R)-3-((S)-6-(Methoxycarbonyl)-7-methyl-2-((3-oxo-3,4-dihydroisochinolin-2(1H)-yl)methyl)-6,7,8,9-tetrahydro-3H-imidazo[4,5-f]chinolin-3-yl)cyclohexan COC(=O)N1[C@H](CCC2=C3C(=CC=C12)N(C(=N3)CN3CC1=CC=CC=C1CC3=O)C3CCCCC3)C